N-(3-(N-(tert-Butyl)sulfamoyl)phenyl)-N4-(2-hydroxyethyl)-2-(6-azaspiro[2.5]octan-6-yl)terephthalamide C(C)(C)(C)NS(=O)(=O)C=1C=C(C=CC1)NC(C1=C(C=C(C(=O)NCCO)C=C1)N1CCC2(CC2)CC1)=O